CCCCCC1=C(C(=CC=C1)O)C2=N[C@H](CS2)[C@H]3N([C@@H](CS3)[C@H](C(C)(C)C(=O)O)O)C The molecule is a member of the class thiazolidines that is (3S)-3-hydroxy-2,2-dimethyl-3-[(4R)-3-methyl-1,3-thiazolidin-4-yl]propanoic acid which is substituted at position 2 by a (4R)-2-(2-hydroxy-6-pentylphenyl)-4,5-dihydro-1,3-thiazol-4-yl group. A cytotoxic antibiotic, it is produced by the fermentation of Agrobacterium. It has a role as a metabolite and an antimicrobial agent. It is a member of thiazolidines, a member of phenols and a 3-hydroxy monocarboxylic acid.